5-(5-amino-2-ethoxyphenyl)-1-methyl-3-propyl-1,6-dihydro-7H-pyrazolo[4,3-d]pyrimidin-7-one NC=1C=CC(=C(C1)C=1NC(C2=C(N1)C(=NN2C)CCC)=O)OCC